benzyl 2-acetamido-2,4-dideoxy-4-fluoro-3-O-methyl-α-D-glucopyranoside C(C)(=O)N[C@H]1[C@@H](OCC2=CC=CC=C2)O[C@@H]([C@H]([C@@H]1OC)F)CO